5-chloro-2-[(4-propanoylpiperazin-1-yl)methyl]-7,8-dihydro-6H-spiro[[1,3]oxazolo[5,4-f]quinazoline-9,1'-cyclohexane]-7-one ClC=1C=C2C(=C3C1NC(NC31CCCCC1)=O)OC(=N2)CN2CCN(CC2)C(CC)=O